3-(trans-4-(2-((R)-4-(benzo[b]thiophen-4-yl)-3-cyclopropylpiperazin-1-yl)ethyl)cyclohexyl)-1,1-dimethylurea S1C2=C(C=C1)C(=CC=C2)N2[C@@H](CN(CC2)CC[C@@H]2CC[C@H](CC2)NC(N(C)C)=O)C2CC2